FC(OC=1C=CC=C2C(=NN(C12)C(C)C)NC(C1=CC=C(C=C1)F)=O)F N-(7-(difluoromethoxy)-1-isopropyl-1H-indazol-3-yl)-4-fluorobenzamide